ClC1=NC=C(C(=N1)N[C@H](CO)CC=1C=NC=CC1)C(=O)OCC Ethyl 2-chloro-4-{[(1S)-2-hydroxy-1-(pyridin-3-ylmethyl)ethyl]amino}pyrimidine-5-carboxylate